dioctylammonium [tetrakis(perfluorophenyl)borate] FC1=C(C(=C(C(=C1F)F)F)F)[B-](C1=C(C(=C(C(=C1F)F)F)F)F)(C1=C(C(=C(C(=C1F)F)F)F)F)C1=C(C(=C(C(=C1F)F)F)F)F.C(CCCCCCC)[NH2+]CCCCCCCC